ClC1=CC=C(C=C1)C=1C=2C=CC(=CC3=CC=C(N3)C(=C3C=CC(C(=C4C=CC1N4)C4=CC=C(C=C4)Cl)=N3)C3=CC=C(C=C3)Cl)N2 10,15,20-tri(4-chlorophenyl)porphyrin